3-(3-nonyl)phthalonitrile CCC(CCCCCC)C1=C(C(C#N)=CC=C1)C#N